CC1(C23C(CCC1)(C(C(CC2)C3)(C)C)O)C 2,2,7,7-tetramethyltricyclo[6.2.1.0~1,6~]undecan-6-ol